F[C@@H]1[C@@H](CCNC12CCC2)N2C=CC1=C2N=NC=C1 7-[(8R,9R)-9-fluoro-5-azaspiro[3.5]nonan-8-yl]-7H-pyrrolo[2,3-c]pyridazin